FC(C1=CC2=C(N=C(N=C2)NC2=NC=C(C=C2)N2CCN(CC2)C)C(=N1)N1CCCCC1)F 6-(difluoromethyl)-N-[5-(4-methylpiperazin-1-yl)pyridin-2-yl]-8-piperidin-1-ylpyridino[3,4-d]pyrimidin-2-amine